C(C)(C)(C)OC(=O)N1C[C@H](CC1)N.C1(CC1)C(=O)N1CC2=NC(=CC=C2C1)OCC1=C(N=NN1C1=CC=C(C=C1)F)C cyclopropyl-(2-{[1-(4-fluorophenyl)-4-methyl-1H-1,2,3-triazol-5-yl]methoxy}-5,7-dihydro-6H-pyrrolo[3,4-b]pyridin-6-yl)methanone (S)-tert-butyl-3-aminopyrrolidine-1-carboxylate